ClC1=NC(=C2C(=N1)N(N=C2)[C@H]2[C@@H]([C@@H]([C@H](O2)COC(COCC2=C(C(=O)O)C=CC=C2)(CO)P(=O)(O)O)O)O)NC2CCCC2 ((2-(((2R,3S,4R,5R)-5-(6-chloro-4-(cyclopentylamino)-1H-pyrazolo[3,4-d]pyrimidin-1-yl)-3,4-dihydroxytetrahydro-furan-2-yl)methoxy)-3-hydroxy-2-phosphonopropoxy)methyl)-benzoic acid